N-2-aminoethyl-l-1-aminoundecyltriethoxysilane NCCNC(CCCCCCCCCC)[Si](OCC)(OCC)OCC